OC1=C(C=CC(=C1)OCCCCCCCC)C1=NC(=NC(=N1)C1=C(C=C(C=C1)OCCCCCCCC)O)C1=C(C=C(C=C1)OCCCCCCCC)O 2,4,6-tris(2-hydroxy-4-octyloxyphenyl)-1,3,5-tri-azine